4-(((tert-butyldiphenylsilyl)oxy)methyl)phenyl 4-azidobutanoate N(=[N+]=[N-])CCCC(=O)OC1=CC=C(C=C1)CO[Si](C1=CC=CC=C1)(C1=CC=CC=C1)C(C)(C)C